C(C)(C)(C)OC(=O)N1CCN(CC1)C1=CC(=CC(=N1)B(O)O)Cl [6-(4-tert-butoxycarbonylpiperazin-1-yl)-4-chloro-2-pyridyl]boronic acid